4-fluoro-N-(3-(4-methoxypiperidin-1-yl)phenyl)-7-methyl-1H-indole FC1=C2C=CN(C2=C(C=C1)C)C1=CC(=CC=C1)N1CCC(CC1)OC